ethyl 2-((4-((S)-2-(4-cyano-2-fluorophenyl)-2-methylbenzo[d][1,3]dioxan-4-yl) piperidin-1-yl) methyl)-3-(((S)-oxetan-2-yl) methyl)-3H-thieno[2,3-d]imidazole-5-carboxylate C(#N)C1=CC(=C(C=C1)[C@]1(OC(C2=C(O1)C=CC=C2)C2CCN(CC2)CC2=NC1=C(N2C[C@H]2OCC2)SC(=C1)C(=O)OCC)C)F